(7-chloro-2-oxo-1,2-dihydroquinolin-3-yl)-2-((diphenylmethylene)amino)propionitrile ClC1=CC=C2C=C(C(NC2=C1)=O)C(C#N)(C)N=C(C1=CC=CC=C1)C1=CC=CC=C1